1-(5-chloro-3-fluoropyridin-2-yl)-4-(4-fluorobenzyl)-3-(3-hydroxybicyclo[1.1.1]pentan-1-yl)piperazine-2,5-dione ClC=1C=C(C(=NC1)N1C(C(N(C(C1)=O)CC1=CC=C(C=C1)F)C12CC(C1)(C2)O)=O)F